tert-Butyl 3-(((3aR,4S,6R,6aS)-6-(4-amino-5-(thiazol-2-yl)-7H-pyrrolo[2,3-d]pyrimidin-7-yl)-2,2-dimethyltetrahydro-4H-cyclopenta[d][1,3]dioxol-4-yl)methyl)azetidine-1-carboxylate NC=1C2=C(N=CN1)N(C=C2C=2SC=CN2)[C@@H]2C[C@@H]([C@@H]1[C@H]2OC(O1)(C)C)CC1CN(C1)C(=O)OC(C)(C)C